(S)-6-(5-(1,4-dimethyl-1H-1,2,3-triazol-5-yl)-1-(trans-4-methoxycyclohexyl)-1H-benzo[d]imidazol-2-yl)-1-(3-fluoro-4-methoxyphenyl)piperidin-2-one CN1N=NC(=C1C1=CC2=C(N(C(=N2)[C@@H]2CCCC(N2C2=CC(=C(C=C2)OC)F)=O)[C@@H]2CC[C@H](CC2)OC)C=C1)C